C(=CCCCCCCCCCCCC)C(C(=O)O)CC(=O)O tetradecenyl-succinic acid